3α-(Tert-butyldimethylsilyloxy)-androst-5-en-17β-yl succinate C(CCC(=O)[O-])(=O)O[C@@H]1[C@]2(C)[C@@H](CC1)[C@@H]1CC=C3C[C@@H](CC[C@]3(C)[C@H]1CC2)O[Si](C)(C)C(C)(C)C